C(C)(C)[Si](OCCOCC)(OCCOCC)C(C)C diisopropyl-bis-(2-ethoxyethoxy)silane